trimethylolpropane pelargonate C(CCCCCCCC)(=O)O.C(O)C(CC)(CO)CO